2-[1-(3-{2-[(3S)-azepan-3-ylamino]-5-(trifluoromethyl)pyrimidin-4-yl}-1H-indole-6-carbonyl)piperidin-4-yl]propan-2-ol N1C[C@H](CCCC1)NC1=NC=C(C(=N1)C1=CNC2=CC(=CC=C12)C(=O)N1CCC(CC1)C(C)(C)O)C(F)(F)F